ethyl (E)-3-(5-(benzylthio)-2-nitrophenyl)acrylate C(C1=CC=CC=C1)SC=1C=CC(=C(C1)/C=C/C(=O)OCC)[N+](=O)[O-]